C(CCCCCCC)OC1=CC=C(C=C1)[I+]C1=C(C=C(C=C1OC)OC)OC 4-octyloxyphenyl-2,4,6-trimethoxyphenyl-iodonium